6-chloro-2-((4-bromobenzyl)thio)benzo[d]oxazole ClC1=CC2=C(N=C(O2)SCC2=CC=C(C=C2)Br)C=C1